C1=NC=CC2=CC=CC(=C12)CNC1=C2C(=NC=3N1N=CC3)C3(CCCC3)CC2 N-(isoquinolin-8-ylmethyl)-6,7-dihydrospiro[cyclopenta[d]pyrazolo[1,5-a]pyrimidine-5,1'-cyclopentane]-8-amine